Dopa Methyl-Acrylamide CC(C(=O)N)=C.O=C(O)[C@@H](N)CC1=CC=C(O)C(O)=C1